FC1=C(C=CC(=C1)N1CCN(CC1)C)N1C(=NC(=C1)C1=NC(=NC=C1C(F)(F)F)NC1CCN(CC1)S(=O)(=O)C)C (1-(2-fluoro-4-(4-methylpiperazin-1-yl)phenyl)-2-methyl-1H-imidazol-4-yl)-N-(1-(methylsulfonyl)piperidin-4-yl)-5-(trifluoromethyl)pyrimidin-2-amine